4-methyl-7-phenyl-1,5-naphthyridin-2-amine CC1=CC(=NC2=CC(=CN=C12)C1=CC=CC=C1)N